OC=1C=CC2=C(SC(=C2C(=O)C2=CC=C(OCCN3CCN(CC3)CCCN3CCN(CC3)C=3C=C4CN(C(C4=CC3)=O)C3C(NC(CC3)=O)=O)C=C2)C2=CC=C(C=C2)O)C1 3-(5-(4-(3-(4-(2-(4-(6-hydroxy-2-(4-hydroxyphenyl)benzo[b]thiophene-3-carbonyl)phenoxy)ethyl)piperazin-1-yl)propyl)piperazin-1-yl)-1-oxoisoindolin-2-yl)piperidine-2,6-dione